CN(C(C(=O)O)C)C(=O)OC(C)(C)C 2-[methyl-[(2-methylpropan-2-yl)oxycarbonyl]amino]propanoic acid